(E)-4-(5-bromopyridin-2-yl)-2-(hydroxyimino)-4-oxobutanoic acid ethyl ester C(C)OC(/C(/CC(=O)C1=NC=C(C=C1)Br)=N/O)=O